C1(CCCCC1)OC(=O)NC=1C=C(C=NC1C)C1=CC2=C(N=C(S2)NCC2CCN(CC2)CCOCC(=O)O)C=C1 2-(2-(4-(((6-(5-(((Cyclohexyloxy)carbonyl)amino)-6-methylpyridin-3-yl)benzo[d]thiazol-2-yl)amino)methyl)piperidin-1-yl)ethoxy)acetic acid